CC=1C=C(C=C(C1O)C)C1(C2=CC=CC=C2C=2C=CC=CC12)C1=CC(=C(C(=C1)C)O)C 9,9-bis(3,5-dimethyl-4-hydroxyphenyl)fluorene